OC[C@@H](CC(C)C)NC1=NC(=NC(=N1)CC(C)C=1C=NC(=CC1)OC(C)C)NS(=O)(=O)C N-(4-(((R)-1-Hydroxy-4-methylpentan-2-yl)amino)-6-(2-(6-isopropoxypyridin-3-yl)propyl)-1,3,5-triazin-2-yl)methanesulfonamide